BrCC1CCC(CC1)C(F)(F)F 1-(bromomethyl)-4-(trifluoromethyl)-cyclohexane